6-phenylimidazo[2,1-b]thiazole-3-amide C1(=CC=CC=C1)C=1N=C2SC=C(N2C1)C(=O)N